FC=1C=C2C=C(C=NC2=NC1)NC1=NC(=NC=C1)NC1=CC(=C(C=C1)OC1CC(C1)N(C)C)OC 4-(6-fluoro-1,8-diaza-3-naphthylamino)-2-{3-methoxy-4-[(1s,3s)-3-(dimethylamino)cyclobutoxy]phenylamino}pyrimidine